CN1C(C=CC2=CC=C(C=C12)C=1N=C(SC1)NC(CNC(=O)C1=CN(C=C1)S(=O)(=O)C)=O)=O N-(2-((4-(1-methyl-2-oxo-1,2-dihydroquinolin-7-yl)thiazol-2-yl)amino)-2-oxoethyl)-1-(methylsulfonyl)-1H-pyrrole-3-carboxamide